C(C=C)(=O)OCCOCCCCCCCCCCC undecoxyethyl acrylate